3-(2-cyanophenyl)-7-methyl-1H-indole-2-carboxylic acid C(#N)C1=C(C=CC=C1)C1=C(NC2=C(C=CC=C12)C)C(=O)O